tritetradecyl phosphate P(=O)(OCCCCCCCCCCCCCC)(OCCCCCCCCCCCCCC)OCCCCCCCCCCCCCC